C(C1=CC=CC=C1)OC(C(C(=O)OCC1=CC=CC=C1)[C@@H]1C=C[C@@H](CC1)OC(C)=O)=O.S(=O)(=O)(O)C(CCC1=CC=CC2=[NH+]C3=CC=CC=C3C=C12)(S(=O)(=O)O)S(=O)(=O)O trisulfopropyl-acridinium Dibenzyl-2-((1S,4R)-4-acetoxycyclohex-2-en-1-yl)malonate